4-[4-(Trifluoromethyl)phenyl]-3-butynoic acid FC(C1=CC=C(C=C1)C#CCC(=O)O)(F)F